NC=1N=NC(=C(N1)N)C(C1=CC=CC=C1)C1CCCC1 3,5-diamino-6-(1-cyclopentyl-1-phenylmethyl)-1,2,4-triazine